isophthalic acid (iso-heptyl) (iso-nonyl) ester C(CCCCCC(C)C)OC(C=1C=C(C(=O)OCCCCC(C)C)C=CC1)=O